C1(=CC=CC=C1)OCCCSCC1=NNC(N1)=O 3-(Phenyloxypropylthiomethyl)-1H-1,2,4-triazol-5(4H)-one